sulfanyl-triazole SC=1N=NNC1